N-phenyl-1-aminoisoquinoline C1(=CC=CC=C1)N1C(C2=CC=CC=C2C=C1)N